5-(2-amino-[1,2,4]triazolo[1,5-a]pyridin-7-yl)-N-(3-(4-chlorophenyl)-3-hydroxypropyl)-2-methylbenzamide NC1=NN2C(C=C(C=C2)C=2C=CC(=C(C(=O)NCCC(O)C3=CC=C(C=C3)Cl)C2)C)=N1